C(C1=CC=CC=C1)N1C[C@@H](OCC1)C=1C=NN(C1)CC1=CC=CC=C1 (S)-4-benzyl-2-(1-benzyl-1H-pyrazol-4-yl)morpholine